N-(3-chloro-5-(methylsulfonamido)phenyl)-1-(5-(3,3-difluoroazetidin-1-yl)-3-methoxypyridin-2-yl)-5-methyl-1H-pyrrole-3-carboxamide ClC=1C=C(C=C(C1)NS(=O)(=O)C)NC(=O)C1=CN(C(=C1)C)C1=NC=C(C=C1OC)N1CC(C1)(F)F